3-[1-hydroxy-2-(3-phenoxyphenylamino)ethyl]-1H-1,2,4-triazole-5(4H)-thione OC(CNC1=CC(=CC=C1)OC1=CC=CC=C1)C1=NNC(N1)=S